(R)-1-methyl-5-oxopyrrolidine-3-carboxylic acid CN1C[C@@H](CC1=O)C(=O)O